C(C1=CC=CC=C1)OC1=C(C(=C(C(=O)O)C(=C1)C)C)I 4-(benzyloxy)-3-iodo-2,6-dimethylbenzoic acid